OC1=CC=C(C=C1)C(C)(C)C1=CC=C(C=C1)C(CC1=C(C=CC=C1)O)C1=C(C=CC=C1)O [1-{4-(1-[4-hydroxyphenyl]-1-methylethyl)phenyl}ethylene]bisphenol